5-(2-((tert-butyldimethylsilyl)oxy)ethoxy)-6-chloronicotinate [Si](C)(C)(C(C)(C)C)OCCOC=1C(=NC=C(C(=O)[O-])C1)Cl